2-((1-(2-(4,4-dimethylpiperidin-1-yl)-6-fluoro-3-methyl-4-oxo-3,4-dihydroisoquinolin-8-yl)ethyl)amino)benzoic acid CC1(CCN(CC1)N1CC2=C(C=C(C=C2C(C1C)=O)F)C(C)NC1=C(C(=O)O)C=CC=C1)C